C(C)(C)(C)N1[C@H]([C@@H](CC1)N)C1=CC(=C(C=C1)Cl)F |r| rac-(2s,3r)-1-tert-butyl-2-(4-chloro-3-fluorophenyl)pyrrolidin-3-amine